5-(7-(difluoromethyl)-6-(1-methyl-1H-pyrazol-4-yl)-3,4-dihydroquinolin-1(2H)-yl)-1-methyl-1H-indole-3-carboxylic acid FC(C1=C(C=C2CCCN(C2=C1)C=1C=C2C(=CN(C2=CC1)C)C(=O)O)C=1C=NN(C1)C)F